6-((7-((4-(propan-2-ylsulfonimidoyl)phenyl)amino)-2,6-naphthyridin-1-yl)ethynyl)pyridazin-3(2H)-one CC(C)S(=O)(=N)C1=CC=C(C=C1)NC1=NC=C2C=CN=C(C2=C1)C#CC=1C=CC(NN1)=O